triethyl-(methylcyclopentadienyl)platinum C(C)[Pt](C1(C=CC=C1)C)(CC)CC